C(CCCCCCCCCCC)(=O)OCCCCCN1[C@@H](CC(C1)O)C(=O)[O-] (2S)-1-(5-dodecanoyloxy-pentyl)-4-hydroxy-pyrrolidine-2-carboxylate